CC=1N=C(SC1S(=O)(=O)C1=CC=C(C=C1)CNC(=O)C=1C=NC=2N(C1)C=CN2)C N-{[4-(dimethyl-1,3-thiazole-5-sulfonyl)phenyl]methyl}imidazo[1,2-a]pyrimidine-6-carboxamide